C(#N)C=1C=C(C=NC1OC(F)F)NC(=O)[C@@H]1C[C@](C2=C1C=NC=1N2N=C(C1)F)(C)C=1C=NN(C1)C1CC1 (6R,8R)-N-(5-cyano-6-(difluoromethoxy)pyridin-3-yl)-8-(1-cyclopropyl-1H-pyrazol-4-yl)-2-fluoro-8-methyl-7,8-dihydro-6H-cyclopenta[e]pyrazolo[1,5-a]pyrimidine-6-carboxamide